NC1=CC(=C(OC=2C=C(C(=O)OCC)C=CC2)C=C1)B1OC(C(O1)(C)C)(C)C ethyl 3-(4-amino-2-(4,4,5,5-tetramethyl-1,3,2-dioxaborolan-2-yl)phenoxy)benzoate